bis(1,2,2,6,6-pentamethyl-4-piperidinyl) [[3,5-bis(1,1-dimethylethyl)-4-hydroxyphenyl]methyl]butylmalonate CC(C)(C)C=1C=C(C=C(C1O)C(C)(C)C)CC(C(=O)OC1CC(N(C(C1)(C)C)C)(C)C)(C(=O)OC1CC(N(C(C1)(C)C)C)(C)C)CCCC